C1(CC1)C1=C(C(=NO1)C1=C(C=CC=C1Cl)Cl)COC1=CC=C2C(=N1)COC1=C(O2)C=C(C=C1)C(=O)OC methyl 2-((5-cyclopropyl-3-(2,6-dichlorophenyl)isoxazol-4-yl)methoxy)-11H-benzo[2,3][1,4]dioxepino[6,5-b]pyridine-7-carboxylate